(4R,5S)-4-amino-5-fluoro-1-methylpiperidin-2-one hydrochloride Cl.N[C@@H]1CC(N(C[C@@H]1F)C)=O